CC(=O)C methylKetone